C1(CC1)C1=NN(C(=C1)C(F)(F)F)CC(=O)N1[C@H]([C@H](CC1)N1C[C@@H](CC1)O)C1=C(C(=CC=C1)C)Cl 2-[3-cyclopropyl-5-(trifluoromethyl)pyrazol-1-yl]-1-[(2S,3S)-2-(2-chloro-3-methyl-phenyl)-3-[(3R)-3-hydroxypyrrolidin-1-yl]pyrrolidin-1-yl]ethanone